C(C)(=O)C1=CC=C2C(N(C(C2=C1)=O)CC1=CC=C(C=C1)Cl)(OCC1(COC1)C)C1=CC=C(C=C1)Cl 6-acetyl-2-(4-chlorophenylmethyl)-3-(4-chlorophenyl)-3-((3-methyloxetan-3-yl)methoxy)isoindolin-1-one